hexadecyl-trimethyl-para-methylbenzenesulfonic acid ammonium salt [NH4+].C(CCCCCCCCCCCCCCC)C1=C(C(=C(C(=C1S(=O)(=O)[O-])C)C)C)C